1,3-dioxo-1,3-dihydroisoindol O=C1NC(C2=CC=CC=C12)=O